FC1=CC=C(C=2N=C(SC21)N)C2=CC=C1C(=NC(=NC1=C2F)OC[C@]21CCCN1C[C@@H](C2)F)N2C[C@H]1CCNCC[C@H]1C2 7-fluoro-4-(8-fluoro-2-(((2R,7aS)-2-fluorotetra-hydro-1H-pyrrolizin-7a(5H)-yl)methoxy)-4-((3aR,8aS)-octahydropyrrolo[3,4-d]-azepin-2(1H)-yl)quinazolin-7-yl)benzo[d]thiazol-2-amine